N-((2-(6-((2R,5S)-5-(hydroxymethyl)-2,4-dimethylpiperazin-1-yl)pyridin-2-yl)-1,6-naphthyridin-7-yl)methyl)-5-(methylsulfonyl)nicotinamide OC[C@H]1N(C[C@H](N(C1)C1=CC=CC(=N1)C1=NC2=CC(=NC=C2C=C1)CNC(C1=CN=CC(=C1)S(=O)(=O)C)=O)C)C